propyl alpha-hydroxyheptanoate OC(C(=O)OCCC)CCCCC